N-(2-cyclopropyl-4-iodo-5-methylphenyl)-N-{1,2-dimethylimidazo[4,5-b]pyridin-5-yl}-5-methoxypent-2-ynamide C1(CC1)C1=C(C=C(C(=C1)I)C)N(C(C#CCCOC)=O)C1=CC=C2C(=N1)N=C(N2C)C